FC1=C2CN(C(C2=CC=C1C1=NC=CC(=C1F)CN1CCC(CC1)(C1=CC=CC=C1)O)=O)C1C(NC(CC1)=O)=O 3-(4-fluoro-5-(3-fluoro-4-((4-hydroxy-4-phenylpiperidin-1-yl)methyl)pyridin-2-yl)-1-oxoisoindolin-2-yl)piperidine-2,6-dione